FC1=C2C=C(NC2=C(C=C1)F)C(=O)N1[C@@H]2CC([C@H]([C@@H]1C(=O)N[C@@H](C[C@H]1C(NCC1)=O)\C=C(/S(=O)(=O)C)\F)CC2)(F)F (1S,3R,4S)-2-(4,7-difluoro-1H-indole-2-carbonyl)-5,5-difluoro-N-((S,Z)-4-fluoro-4-(methylsulfonyl)-1-((S)-2-oxopyrrolidin-3-yl)but-3-en-2-yl)-2-azabicyclo[2.2.2]octane-3-carboxamide